CN1N=C2C(=NC(=CC2=C1)C=1SC2=C(C=NN(C2=O)C2CCN(CC2)C(=O)OC(C)(C)C)N1)C tert-butyl 4-(2-(2,7-dimethyl-2H-pyrazolo[3,4-c]pyridin-5-yl)-7-oxothiazolo[4,5-d]pyridazin-6(7H)-yl)piperidine-1-carboxylate